methyl 2-bromo-2-(5-fluoro-2-methoxy-phenyl)acetate BrC(C(=O)OC)C1=C(C=CC(=C1)F)OC